7-azaspiro[3.5]nonan-1-one C1(CCC12CCNCC2)=O